2-{[(2S)-1-[2-(1,2-dihydroxyethyl)pyridine-3-carbonyl]piperidin-2-yl]methoxy}-6-hydroxy-benzaldehyde OC(CO)C1=NC=CC=C1C(=O)N1[C@@H](CCCC1)COC1=C(C=O)C(=CC=C1)O